2-[5-[(4-anilino-5-methyl-pyrimidin-2-yl)amino]-2-bromo-phenyl]propan-2-ol ethyl-2-(methylthio)-3-oxobutanoate C(C)C(C(=O)OC(C)(C)C1=C(C=CC(=C1)NC1=NC=C(C(=N1)NC1=CC=CC=C1)C)Br)(C(C)=O)SC